CC12C(CC(CC1)C2(C)C)SCCC(=O)OCCCC Butyl 3-((1,7,7-trimethylbicyclo[2.2.1]heptan-2-yl)thio)propanoate